C1(=CC=CC=C1)CCNC=1C2=CC=CC=C2N=C2C=C(C=CC12)NC(CCN1CCCC1)=O N-[9-(2-phenylethylamino)acridin-3-yl]-3-pyrrolidin-1-ylpropanamide